6-Chloro-1-methyl-4-(1-(5-(morpholinomethyl)pyrimidin-2-yl)piperidin-4-yl)-1,4-dihydropyrido[2,3-b]pyrazine-2,3-dione ClC=1C=CC2=C(N(C(C(N2C)=O)=O)C2CCN(CC2)C2=NC=C(C=N2)CN2CCOCC2)N1